(2-fluorophenyl)-5-nitro-((5-(4-(trifluoromethoxy)phenyl)thiophen-2-yl)methyl)furan-2-carboxamide FC1=C(C=CC=C1)C=1C(=C(OC1[N+](=O)[O-])C(=O)N)CC=1SC(=CC1)C1=CC=C(C=C1)OC(F)(F)F